C1(C#CCCCCC1)N(C(O)=O)CCO.N(=C=S)[Si](C)(C)C isothiocyanato(trimethyl)silane cyclooct-2-yn-1-yl(2-hydroxyethyl)carbamate